4-hydroxyethylpiperazinylethanesulfonic acid OCCN1CCN(CC1)C(C)S(=O)(=O)O